tert-Butyl (S)-(5-(2-(2,5-dioxo-2,5-dihydro-1H-pyrrol-1-yl)-3-methoxypropanamido)pentyl)carbamate O=C1N(C(C=C1)=O)[C@H](C(=O)NCCCCCNC(OC(C)(C)C)=O)COC